8-chloro-2-(4-methoxyphenyl)-3-methyl-2,7-naphthyridin-1(2H)-one ClC=1N=CC=C2C=C(N(C(C12)=O)C1=CC=C(C=C1)OC)C